C(CCCCCCC)C1=C(C=CC=C1)P(C1=C(C=CC=C1)CCCCCCCC)C1=C(C=CC=C1)CCCCCCCC tri(n-octylphenyl)phosphine